(2S)-3-{[5-acetyl-1-(4-chlorophenyl)-2-[(5-chloropyridin-2-yl)methyl]-7-fluoro-3-oxo-2,3-dihydro-1H-isoindol-1-yl]oxy}-2-methylpropanamide C(C)(=O)C=1C=C2C(N(C(C2=C(C1)F)(C1=CC=C(C=C1)Cl)OC[C@@H](C(=O)N)C)CC1=NC=C(C=C1)Cl)=O